(trans)-N1-((1R,2S)-2-phenylcyclopropyl)cyclohexane-1,4-diamine bis-hydrochloride Cl.Cl.C1(=CC=CC=C1)[C@H]1[C@@H](C1)N[C@@H]1CC[C@H](CC1)N